(3S)-N-(3-[2-[(2R)-2-hydroxypropoxy]-6-(morpholin-4-yl)pyridin-4-yl]-4-methylphenyl)-3-(trifluoromethoxy)pyrrolidine-1-carboxamide O[C@@H](COC1=NC(=CC(=C1)C=1C=C(C=CC1C)NC(=O)N1C[C@H](CC1)OC(F)(F)F)N1CCOCC1)C